BrC=1C=C(C(=NC1)OC1=CC=C(C(=N)NO)C=C1)F 4-((5-bromo-3-fluoropyridin-2-yl)oxy)-N-hydroxybenzoamidine